C(C(=C)C)(=O)N1CCN(CC1)C 1-methacryloyl-4-methyl-piperazine